4-((1H-tetrazol-5-yl)(thiazol-2-yl)methyl)piperazine-1-carboxylic acid tert-butyl ester C(C)(C)(C)OC(=O)N1CCN(CC1)C(C=1SC=CN1)C1=NN=NN1